BrC(C(=O)N)(C(=O)N)Br 2,2-dibromomalonamide